2-(4,6-diphenyl-1,3,5-triazin-2-yl)-5-[2-(2-ethylhexanoyl)ethoxy]phenol C1(=CC=CC=C1)C1=NC(=NC(=N1)C1=CC=CC=C1)C1=C(C=C(C=C1)OCCC(C(CCCC)CC)=O)O